N-[3,4-bis(methyloxy)phenyl]-1-[(4-bromophenyl)methyl]-5-methyl-1H-1,2,3-triazole-4-carboxamide COC=1C=C(C=CC1OC)NC(=O)C=1N=NN(C1C)CC1=CC=C(C=C1)Br